N1=NC=CC=C2C1=CCS2 Thieno-diazepine